C(C)(=O)C=1C=C2C(=NN(C2=CC1)CC(=O)N(C1CC1)CC(=O)NCC1=C(C(=CC=C1)Cl)F)C(=O)N 5-acetyl-1-(2-((2-(3-chloro-2-fluorophenylmethylamino)-2-oxoethyl)-(cyclopropyl)amino)-2-oxoethyl)-1H-indazole-3-carboxamide